ClC=1C(=NC=2CN(CCC2C1)CC1=NC2=C(C=NC(=C2)C(OC)=N)N1C[C@H]1OCC1)OCC1=C(C=C(C=C1)Cl)F methyl (S)-2-((3-chloro-2-((4-chloro-2-fluorobenzyl) oxy)-5,8-dihydro-1,7-naphthyridin-7(6H)-yl) methyl)-3-(oxetan-2-ylmethyl)-3H-imidazo[4,5-c]pyridine-6-carbimidate